FC(C1=CC=CC=2NC(=NC21)C(=O)OC)(F)F methyl 4-(trifluoromethyl)-1H-benzimidazole-2-carboxylate